2-(3-bromo-5-methoxybenzyl)-3-(2-fluorophenyl)-4,6-dihydropyrrolo[3,4-c]pyrazole-5(2H)-carboxylic acid tert-butyl ester C(C)(C)(C)OC(=O)N1CC2=NN(C(=C2C1)C1=C(C=CC=C1)F)CC1=CC(=CC(=C1)OC)Br